FC1=CC=C(CNC(C2=CC=CC=C2)C2=CC=CC=C2)C=C1 N-(4-fluorobenzyl)-1,1-diphenylmethylamine